FC1=CC=C(C=C1)[C@@H]([C@@H]1CNC2=C(O1)N=CC(=C2)C=2C=NN(C2)C)NCCC2=CC=C(C#N)C=C2 4-(2-(((S)-(4-fluorophenyl)((S)-7-(1-methyl-1H-pyrazol-4-yl)-2,3-dihydro-1H-pyrido[2,3-b][1,4]oxazin-3-yl)methyl)amino)ethyl)benzonitrile